ClC1=C(C(=O)N[C@H](C(=O)O)CC2=C3CCCOC3=C(C=C2)C2=NN(C3=CC=CC=C23)C)C(=CC=C1)Cl (S)-2-(2,6-dichlorobenzamido)-3-(8-(1-methyl-1H-indazol-3-yl)chroman-5-yl)propionic acid